4-bromo-1-(oxetane-3-yl)-1H-pyrazole BrC=1C=NN(C1)C1COC1